1,2-dioleyloxydimethylaminopropane C(CCCCCCC\C=C/CCCCCCCC)OC(C(C)OCCCCCCCC\C=C/CCCCCCCC)N(C)C